C1(=CC=CC=C1)C1=NNC(N1)=O 3-phenyl-1,4-dihydro-1,2,4-triazol-5-one